2-[4-(3,4-difluorophenoxy)phenyl]-4,4,5,5-tetramethyl-1,3,2-dioxaborolane FC=1C=C(OC2=CC=C(C=C2)B2OC(C(O2)(C)C)(C)C)C=CC1F